C1=C(C=CC2=CC=CC=C12)C1=NC(=CC(=N1)C1=C(C=CC=C1)C=1C=C2C=3C=CC(=CC3C3(C2=CC1)CCCCC3)C#N)C3=CC=CC=C3 6'-(2-(2-(naphthalen-2-yl)-6-phenylpyrimidin-4-yl)phenyl)spiro[cyclohexane-1,9'-fluorene]-2'-carbonitrile